C1(C=C(C(CC1)C(=C)C)O)C p-mentha-2,8-dienol